3,7-dimethyl-2-methyleneoct-6-enal CC(C(C=O)=C)CCC=C(C)C